Tert-butyl (6-((2-chloro-4-(((1-methylpiperidin-4-yl)oxy)methyl)benzyl)amino)isoquinolin-1-yl)carbamate ClC1=C(CNC=2C=C3C=CN=C(C3=CC2)NC(OC(C)(C)C)=O)C=CC(=C1)COC1CCN(CC1)C